C1(=NC=CC=C1)\C=C\C(=O)C1=CC=CC=C1 aza-chalcone